CC1(OCCO1)C 2-methyl-2-methyl-dioxolan